N-[6-(5-chloro-2-fluorophenyl)pyridazin-4-yl]-7-[(1-methylpiperidin-4-yl)oxy]quinolin-4-amine ClC=1C=CC(=C(C1)C1=CC(=CN=N1)NC1=CC=NC2=CC(=CC=C12)OC1CCN(CC1)C)F